tert-butyl (R)-3-(4-(1-(3-((tert-butoxycarbonyl) amino) propyl)-1H-pyrazole-4-carboxamido) phenoxy)-2-hydroxypropionate C(C)(C)(C)OC(=O)NCCCN1N=CC(=C1)C(=O)NC1=CC=C(OC[C@H](C(=O)OC(C)(C)C)O)C=C1